FC1=CC(=C(C(=O)NC2=C(C=C(C(=C2)C=2C=NC(=NC2)N2C[C@H](O[C@H](C2)C)C)F)N2C[C@H](N(CC2)C)C)C=C1)C(F)(F)F |r| 4-fluoro-N-[4-fluoro-5-[2-[rac-(2R,6S)-2,6-dimethylmorpholin-4-yl]pyrimidin-5-yl]-2-[rac-(3R)-3,4-dimethylpiperazin-1-yl]phenyl]-2-(trifluoromethyl)benzamide